(2-Mercaptoethyl)tripropoxysilan SCC[Si](OCCC)(OCCC)OCCC